[Cl-].C(CCCCCC)[NH+]1CC(CCC1)CC 1-heptyl-3-ethylpiperidinium chloride